C1(CC1)N(C1=C(C=C(C=C1)F)OC)C1CCC(CC1)N(C)C=1C(=NC=2C=CC(N(C2C1)C)=O)C#N [4-(N-Cyclopropyl-4-fluoro-2-methoxy-anilino)cyclohexyl-methyl-amino]-5-methyl-6-oxo-1,5-naphthyridine-2-carbonitrile